ClC=1C(=NC(=NC1)NCC1=CC=C(C=C1)N(C)C)NC(C1=C(C=CC=C1)F)(F)F 5-Chloro-N2-[4-(dimethylamino)benzyl]-N4-(trifluorobenzyl)pyrimidine-2,4-diamine